COC=1C=C(CNC2=C(CCC2)C#N)C=C(C1)OC 2-((3,5-dimethoxybenzyl)amino)cyclopent-1-ene-1-carbonitrile